2-(2-benzyloxy-4-bromo-5-fluoro-phenyl)-3,3,3-trifluoro-propionic acid methyl ester COC(C(C(F)(F)F)C1=C(C=C(C(=C1)F)Br)OCC1=CC=CC=C1)=O